2-[bis(2-aminoethyl)amino]ethylamine NCCN(CCN)CCN